ClC=1C=C2N(C(N1)=O)CCN2C 7-chloro-1-methyl-2,3-dihydroimidazo[1,2-c]pyrimidin-5(1H)-one